[N+](=O)([O-])C=1C=CC(=C(C(=O)OC)C1)C=1C=NN(C1)COCC[Si](C)(C)C Methyl 5-nitro-2-(1-{[2-(trimethylsilyl) ethoxy]methyl}-1H-pyrazol-4-yl)benzoate